methyl (2R)-2-((tert-butoxycarbonyl)amino)-3-(2-(cyclopropylmethoxy)phenyl)propanoate C(C)(C)(C)OC(=O)N[C@@H](C(=O)OC)CC1=C(C=CC=C1)OCC1CC1